COC1=C(C(=CC(=C1)C)C)C1=CC=C2C(=CC(=NC2=N1)[C@H]1CNCCC1)C 7-(2-methoxy-4,6-dimethyl-phenyl)-4-methyl-2-[(3R)-3-piperidyl]-1,8-naphthyridine